[Mn].C(CC=C)C1=CC(=NC=C1)C1=NC=CC(=C1)C [4-(3-butenyl)-4'-methyl-2,2'-bipyridine] manganese